1-(5-((4-(2-methylthieno[2,3-d]pyrimidin-4-yl)piperazin-1-yl)methyl)-1-oxoisoindolin-2-yl)dihydropyrimidine-2,4(1H,3H)-dione CC=1N=C(C2=C(N1)SC=C2)N2CCN(CC2)CC=2C=C1CN(C(C1=CC2)=O)N2C(NC(CC2)=O)=O